2-amino-2-(7,8-dihydro-6H-pyrano[2,3-b]pyrazin-3-yl)acetamide NC(C(=O)N)C1=CN=C2C(=N1)OCCC2